ethyl 3-ethylisothiazole-5-carboxylate 1-ethyl-3-ethylisothiazole-4-carboxylate C(C)S1N=C(C(=C1)C(=O)O)CC.C(C)C1=NSC(=C1)C(=O)OCC